C(C)(C)(C)OC(=O)N1C(CCCC1)C methylpiperidine-1-carboxylic acid tertButyl ester